7-{1-[1-(3,4-Difluorophenyl)-1H-1,2,3-triazol-4-yl]propyl}-5-(4-methoxypyrimidin-5-yl)-7H-pyrrolo[2,3-d]pyrimidin-4-amine FC=1C=C(C=CC1F)N1N=NC(=C1)C(CC)N1C=C(C2=C1N=CN=C2N)C=2C(=NC=NC2)OC